tridec-3,9-diene CCC=CCCCCC=CCCC